COC=1N=C2C=CC(NC2=CC1)=O 6-methoxy-1,5-naphthyridin-2-one